2'-(2-(4-(piperazin-1-yl)phenyl)pyridin-4-yl)-5',6'-dihydrospiro[cyclobutane-1,7'-pyrrolo[3,2-c]pyridin]-4'(1'H)-one N1(CCNCC1)C1=CC=C(C=C1)C1=NC=CC(=C1)C1=CC=2C(NCC3(C2N1)CCC3)=O